ethyl (E)-3-ethylundec-2-enoate C(C)\C(=C/C(=O)OCC)\CCCCCCCC